C(C1=CC(=C(C=C1)CC=O)[N+](=O)[O-])([2H])([2H])[2H] 2-(4-(methyl-d3)-2-nitrophenyl)acetaldehyde